(R)-3-((6-bromopyridazin-3-yl)oxy)-2-hydroxypropionic acid tert-butyl ester C(C)(C)(C)OC([C@@H](COC=1N=NC(=CC1)Br)O)=O